3-[2-amino-6-(1-{[6-(tert-butyl)-2-pyridinyl]methyl}-1H-pyrazol-4-yl)-4-pyrimidinyl]-2-fluoro-benzonitrile NC1=NC(=CC(=N1)C=1C(=C(C#N)C=CC1)F)C=1C=NN(C1)CC1=NC(=CC=C1)C(C)(C)C